4-[4-(1,8-diazaspiro[5.5]undec-8-yl)-1H-pyrrolo[2,3-b]pyridin-3-yl]isothiazole N1CCCCC12CN(CCC2)C2=C1C(=NC=C2)NC=C1C=1C=NSC1